bromine bromide tert-butyl-((S)-2-((5-(3,5-dimethylisothiazol-4-yl)pyridin-2-yl)amino)-1-((1r,4S)-4-methylcyclohexyl)-2-oxoethyl)carbamate C(C)(C)(C)N(C([O-])=O)[C@H](C(=O)NC1=NC=C(C=C1)C=1C(=NSC1C)C)C1CCC(CC1)C.[Br+]Br